CC1(C=2C=CC(=CC2C(=CC1)C#CC1=CC=CC=C1)/C=C/C1=CC=C(C(=O)O)C=C1)C 4-[(E)-2-[5,5-dimethyl-8-(2-phenylethynyl)-6H-naphthalen-2-yl]vinyl]benzoic acid